3-(hydroxymethyl)pyrazine-1-carboxylic acid tert-butyl ester C(C)(C)(C)OC(=O)N1CC(=NC=C1)CO